OC1=CC=C(C(C(=O)O)=C1)N C5-Hydroxyanthranilic acid